6-(2-(2,4-Difluoro-3-methylphenyl)-5,6-dihydro-4H-pyrrolo[1,2-b]pyrazol-3-yl)quinoline FC1=C(C=CC(=C1C)F)C=1C(=C2N(N1)CCC2)C=2C=C1C=CC=NC1=CC2